C1(=CC=CC=C1)[C@H]1N=C(OC1)C(C#N)=C1OCCN1C1=CC=CC=C1 (4R)-(+)-phenyl-α-[(4R)-phenyloxazolidin-2-ylidene]-2-oxazoline-2-acetonitrile